(S)-3-((tert-butyldiphenylsilyl)oxy)-2-((8-chloro-1-(2,6-dichloro-4-(2-hydroxyethoxy)phenyl)-2-methyl-4-oxo-1,4-dihydro-1,6-naphthyridin-5-yl)oxy)-N-methylpropanamide [Si](C1=CC=CC=C1)(C1=CC=CC=C1)(C(C)(C)C)OC[C@@H](C(=O)NC)OC1=C2C(C=C(N(C2=C(C=N1)Cl)C1=C(C=C(C=C1Cl)OCCO)Cl)C)=O